[(7R,9aR)-7-hydroxy-7-[5-(trifluoromethyl)pyridin-2-yl]-3,4,6,8,9,9a-hexahydro-1H-pyrido[1,2-a]pyrazin-2-yl]-[2-chloro-3-(1,2-thiazol-3-yl)phenyl]methanone O[C@@]1(CC[C@H]2N(CCN(C2)C(=O)C2=C(C(=CC=C2)C2=NSC=C2)Cl)C1)C1=NC=C(C=C1)C(F)(F)F